heptane-1,7-dithiol C(CCCCCCS)S